2,6-bis(benzyloxy)pyridine-3-carboxylic acid C(C1=CC=CC=C1)OC1=NC(=CC=C1C(=O)O)OCC1=CC=CC=C1